2-[[(1R)-1-[2-[3-(2-Cyanophenyl)phenyl]-3,6-dimethyl-4-oxo-chromen-8-yl]ethyl]amino]benzoic acid C(#N)C1=C(C=CC=C1)C=1C=C(C=CC1)C=1OC2=C(C=C(C=C2C(C1C)=O)C)[C@@H](C)NC1=C(C(=O)O)C=CC=C1